2-Ethoxy-4-(2-methoxyphenyl)-5H-indeno[1,2-b]pyridine-3-carbonitrile C(C)OC1=C(C(=C2C(=N1)C1=CC=CC=C1C2)C2=C(C=CC=C2)OC)C#N